(R)-N-((6-bromopyridazin-3-yl)methyl)-5,6,7,8-tetrahydro-[1,2,4]triazolo[1,5-a]pyridin-8-amine BrC1=CC=C(N=N1)CN[C@H]1C=2N(CCC1)N=CN2